OC(C(=O)N1[C@H]([C@]2(C[C@H]1C)NC(COC2)=O)CO[C@@H]2CC[C@@H](CC2)C2=CC=CC=C2)(C)C (1R,3R,5S)-2-(2-hydroxy-2-methylpropanoyl)-3-methyl-1-({[(CIS)-4-phenylcyclohexyl]oxy}methyl)-9-oxa-2,6-diazaspiro[4.5]decan-7-one